C(C)(=O)O[C@@H]1COC2=C1C=C(C=C2S(NC2=C(C(=C(C=C2)F)C=2C=C1C=NC(=NC1=C(C2)CC)NC2CCNCC2)F)(=O)=O)Cl (3S)-5-chloro-7-({3-[8-ethyl-2-(piperidin-4-ylamino)quinazolin-6-yl]-2,4-difluorophenyl}sulfamoyl)-2,3-dihydro-1-benzofuran-3-yl acetate